3-(2,4-difluorobenzyl)-1-methyl-7-(methylsulfonyl)-3,4-dihydropyrimido[4,5-d]pyrimidin-2(1H)-one FC1=C(CN2C(N(C3=NC(=NC=C3C2)S(=O)(=O)C)C)=O)C=CC(=C1)F